3-BROMO-IMIDAZO[1,2-A]PYRIDIN-8-CARBOXALDEHYDE BrC1=CN=C2N1C=CC=C2C=O